FC(CN1C=NC2=C1C=C(C=C2F)C=2C=CN1N=C(N=C(C12)OC)N[C@H]1[C@@H](CN(CC1)CCOC)F)F 5-(1-(2,2-difluoroethyl)-4-fluoro-1H-benzo[d]imidazol-6-yl)-N-((3R,4R)-3-fluoro-1-(2-methoxyethyl)piperidin-4-yl)-4-methoxypyrrolo[2,1-f][1,2,4]triazin-2-amine